N-((R)-2-(Difluoromethoxy)-1-(3-(trifluoromethoxy)phenyl)ethyl)-3-hydroxy-4,4-dimethyl-pentanamide dimethyl-2-((S)-2-(((R)-tert-butylsulfinyl)amino)-3,3,3-trifluoropropyl)malonate COC(C(C(=O)OC)C[C@@H](C(F)(F)F)N[S@](=O)C(C)(C)C)=O.FC(OC[C@@H](C1=CC(=CC=C1)OC(F)(F)F)NC(CC(C(C)(C)C)O)=O)F